C1(=CC=CC=C1)[C@H]1CC[C@H]2N(CCN(C2)C(=O)C=2C(=C3C(=NC2)N(C=C3)C)Cl)C1 [(7R,9aR)-7-phenyl-1,3,4,6,7,8,9,9a-octahydropyrido[1,2-a]pyrazin-2-yl]-(4-chloro-1-methylpyrrolo[2,3-b]pyridin-5-yl)methanone